ethyl 2-(4-chlorophenyl)oxazole-5-carboxylate ClC1=CC=C(C=C1)C=1OC(=CN1)C(=O)OCC